maleimidomethyl cyclohexane-1-carboxylate (maleimidomethyl cyclohexane-1-carboxylate) C1(C=CC(N1CC1(CCCCC1)C(=O)O)=O)=O.C1(CCCCC1)C(=O)OCN1C(C=CC1=O)=O